tert-butyl (4-bromo-2,5-difluorophenethyl)carbamate BrC1=CC(=C(CCNC(OC(C)(C)C)=O)C=C1F)F